D(-)-Lyxopyranose OC1[C@@H](O)[C@@H](O)[C@H](O)CO1